NC=1C(=CC(=C(OCC#N)C1)Cl)F 2-(5-amino-2-chloro-4-fluorophenoxy)acetonitrile